ClC=1C(=C(C=C(C1N)OC)C1=CC=C(N)C(=C1)OC)Cl dichloro-5,5'-dimethoxybenzidine